2-(2-(Methyl(2,2,2-trifluoroethyl)amino)pyrimidin-4-yl)-N-(tetrahydro-2H-pyran-4-yl)-1-((2-(trimethylsilyl)ethoxy)methyl)-1H-pyrrolo[3,2-c]pyridin-6-amine CN(C1=NC=CC(=N1)C1=CC=2C=NC(=CC2N1COCC[Si](C)(C)C)NC1CCOCC1)CC(F)(F)F